C1=CC=C2C(=C1)C=CC3=C2C=CC=C3C4=CC=CC5=C4C=CC6=CC=CC=C65 Biphenanthrene